N-(2-ethoxy-4-(4-methyl-4H-1,2,4-triazol-3-yl)phenyl)-6-methyl-8-(2-methylmorpholino)pyrido[3,4-d]pyrimidin-2-amine C(C)OC1=C(C=CC(=C1)C1=NN=CN1C)NC=1N=CC2=C(N1)C(=NC(=C2)C)N2CC(OCC2)C